ONC(=O)C=1C=2CN(C(C2C=CC1)(C)C)CC1=CC=C(C=C1)OC N-hydroxy-2-(4-methoxybenzyl)-1,1-dimethylisoindoline-4-carboxamide